acryloyloxyethyl-N,N-dimethylammonium C(C=C)(=O)OCC[NH+](C)C